N-(5-(((2S,4R)-4-((4-chloro-7-fluoroquinolin-6-yl)oxy)-2-methylpyrrolidin-1-yl)methyl)thiazol-2-yl)acetamide ClC1=CC=NC2=CC(=C(C=C12)O[C@@H]1C[C@@H](N(C1)CC1=CN=C(S1)NC(C)=O)C)F